N=1C=CN2C1N=CC(=C2)C2=CNC=1N=C(N=CC12)N[C@H]1CCC(N(C1)C)=O (S)-5-((5-(imidazo[1,2-a]pyrimidin-6-yl)-7H-pyrrolo[2,3-d]pyrimidin-2-yl)amino)-1-methylpiperidin-2-one